[I-].C1(=CCCCC1)CC[NH3+] 2-(1-cyclohexenyl)ethyl-ammonium iodide